FC=1C=C(C=C(C1)F)[C@H](CC)N1C(=NC(C(=C1O)CC1=CC=C(C=C1)C=1C(=NC=CC1)C)=O)COC(C)C 1-[(1S)-1-(3,5-difluorophenyl)propyl]-6-hydroxy-5-{[4-(2-methylpyridin-3-yl)phenyl]methyl}-2-[(prop-2-yloxy)methyl]-1,4-dihydropyrimidin-4-one